CN(C1=NC=CC=C1C1=CC=C(C=C1)[C@H](CO)NC(=O)NC=1N=C(SC1)C#C)C (R)-1-(1-(4-(2-(Dimethylamino)pyridin-3-yl)phenyl)-2-hydroxyethyl)-3-(2-ethynylthiazol-4-yl)urea